FC1(C[C@@H](C[C@@H](C1)NC1=NC(=CC=C1C)NC1=NC=CC(=C1)OC(F)(F)F)NC(C)=O)F N-((1R,5S)-3,3-difluoro-5-((3-methyl-6-((4-(trifluoromethoxy)pyridin-2-yl)amino)pyridin-2-yl)amino)cyclohexyl)acetamide